CS(=O)(=O)C1=NC=C(C(=N1)C1=CNC2=NC(=CC=C21)N2CCOCC2)C(F)(F)F 4-(3-(2-methanesulfonyl-5-(trifluoromethyl)pyrimidin-4-yl)-1H-pyrrolo[2,3-b]pyridin-6-yl)morpholine